Tert-Butyl 4-(6-nitropyridin-3-yl)hexahydropyrrolo[3,4-b][1,4]oxazine-6(2H)-carboxylate [N+](=O)([O-])C1=CC=C(C=N1)N1C2C(OCC1)CN(C2)C(=O)OC(C)(C)C